C(C)(C)(C)OOC(C)(C)C Di-(tert-butyl)peroxid